OC1=C2C(=CNC2=CC=C1)CC[NH3+] 2-(4-Hydroxy-1H-indol-3-yl)ethanaminium